6,9-difluoro-17-((furan-2-carbonyl)oxy)-11-hydroxy-10,13,16-trimethyl-3-oxo-6,7,8,9,10,11,12,13,14,15,16,17-dodecahydro-3H-cyclopenta[a]phenanthrene-17-carboxylic acid FC1C2=CC(C=CC2(C2(C(CC3(C(C(CC3C2C1)C)(C(=O)O)OC(=O)C=1OC=CC1)C)O)F)C)=O